3-fluoropyrrolidine FC1CNCC1